2-phenyl-9,10-bis(4-(oxazolin-2-yl)phenyl)anthracene C1(=CC=CC=C1)C1=CC2=C(C3=CC=CC=C3C(=C2C=C1)C1=CC=C(C=C1)C=1OCCN1)C1=CC=C(C=C1)C=1OCCN1